[N+](=[N-])=CC(CC[C@@H](C(=O)OCO)NC([C@@H](C)OC)=O)=O hydroxymethyl (S)-6-diazo-2-((R)-2-methoxypropanamido)-5-oxohexanoate